FC=1C=C(C=CC1F)C1=NC2=C(C(=C(C(=C2N=C1C1=CC=CC=C1)C=1SC=CC1)OCCCCCCCCCCCC)OCCCCCCCCCCCC)C=1SC=CC1 (3',4'-difluorophenyl)-6,7-bis(dodecyloxy)-3-phenyl-5,8-bis(thien-2-yl)quinoxaline